CC(C(=O)C=1C=CC=2N(C3=CC=CC=C3C2C1)C)(C)N1CCOCC1 3-(2-methyl-2-morpholinopropionyl)-9-methyl-carbazole